6-((3S,4S)-4-Amino-3-methyl-2-oxa-8-azaspiro[4.5]decan-8-yl)-3-(Sa)-(2,3-dichloro-4-((1-methyl-1H-pyrazol-3-yl)oxy)phenyl)-2-methylpyrimidin-4(3H)-one TFA salt OC(=O)C(F)(F)F.N[C@@H]1[C@@H](OCC12CCN(CC2)C2=CC(N(C(=N2)C)C2=C(C(=C(C=C2)OC2=NN(C=C2)C)Cl)Cl)=O)C